CC1(OC(O[C@@]1(C1=CC=CC=C1)C)=O)C (R)-4,4,5-trimethyl-5-phenyl-1,3-dioxolane-2-one